BrC(CCOC1=C(C=C(C(=N)N)C=C1)Br)CCCOC1=CC=C(C(=N)N)C=C1 3,3'-dibromo-4,4'-hexamethylenedioxy-dibenzamidine